1-fluoro-3-methyl-2-nitrobenzene FC1=C(C(=CC=C1)C)[N+](=O)[O-]